Methyl-1,3-dimethyl-5,6,7,12-tetrahydro-4bH-azepino[3,2-b:4,5-b']diindole-4b-carboxylate COC(=O)C12C(=NC=3C(=CC(=CC13)C)C)C=1NC3=CC=CC=C3C1CCN2